CNC1=NC=C(C=C1)C=1CCC(CN1)C N-methyl-5-(3-methyl-2,3,4,5-tetrahydropyridin-6-yl)pyridin-2-amine